BrC1=NC=CC(=C1)C(CC(=O)C1C(CN(CC1)C(=O)OC(C)(C)C)C)C(=O)C1=CC=C(C=C1)F tert-Butyl 4-(3-(2-bromopyridin-4-yl)-4-(4-fluorophenyl)-4-oxobutanoyl)-3-methylpiperidine-1-carboxylate